N[C@H](CNC(CCC(=O)NCCN1C(C=CC1=O)=O)=O)CCN(C(CO)=O)[C@H](C(C)(C)C)C=1N(C=C(C1)C1=C(C=CC(=C1)F)F)CC1=CC=CC=C1 N-{(2S)-2-amino-4-[{(1R)-1-[1-benzyl-4-(2,5-difluorophenyl)-1H-pyrrol-2-yl]-2,2-dimethylpropyl}(glycoloyl)amino]butyl}-N'-[2-(2,5-dioxo-2,5-dihydro-1H-pyrrol-1-yl)ethyl]succinamide